zinc 2-ethyl-imidazole C(C)C=1NC=CN1.[Zn]